rac-(1R,11Z,21S)-5-ethyl-3-imino-19,19-dimethyl-18,28-dioxa-2,4,22-triazahexacyclo[22.6.2.22,5.113,17.016,21.027,31]pentatriaconta-11,13(33),14,16,24,26,31-heptaene-23,35-dione C(C)C12NC(N([C@@H]3CCOC4=CC=C(C(N[C@H]5CC(OC6=C5C=CC(\C=C/CCCCC1)=C6)(C)C)=O)C=C34)C(C2)=O)=N |r|